ClC=1C(=CC(=C(C1)N1C(CC2=CC=CC=C12)C(=O)N)F)F (5-chloro-2,4-difluorophenyl)indoline-2-carboxamide